FC=1C(=C(C(=CC1)C(C)C)NC(=O)N=[S@@](=O)(N)C1=CN=C(S1)C(C)(C)O)C(C)C (S)-N'-((3-fluoro-2,6-diisopropylphenyl)-carbamoyl)-2-(2-hydroxy-propan-2-yl)thiazole-5-sulfonimidamide